methyl N2-(3-(2-bromoacetamido)-4-methylthiophene-2-carbonyl)-N6-(tert-butoxycarbonyl)-D-lysinate BrCC(=O)NC1=C(SC=C1C)C(=O)N[C@H](CCCCNC(=O)OC(C)(C)C)C(=O)OC